C1(=CC=C(C=C1)CC=O)C 2-(p-tolyl)acetaldehyde